N5-Cyclopropyl-1-(2-methoxybenzyl)-N3-methyl-1H-pyrazole-3,5-dicarboxamide C1(CC1)NC(=O)C1=CC(=NN1CC1=C(C=CC=C1)OC)C(=O)NC